ClC1=C(C=CC=C1Cl)C1=NNC2=NC(=CN=C21)N2CC1C(C1CC2)(C2=NOC=C2)CN (3-(3-(2,3-Dichlorophenyl)-1H-pyrazolo[3,4-b]pyrazin-6-yl)-7-(isoxazol-3-yl)-3-azabicyclo[4.1.0]heptan-7-yl)methanamine